2-cyclohexyl-1-methyl-5-phenyl-imidazole C1(CCCCC1)C=1N(C(=CN1)C1=CC=CC=C1)C